Magnesium glutamate tetrahydrate O.O.O.O.N[C@@H](CCC(=O)[O-])C(=O)[O-].[Mg+2]